aminopyrimidinediamine NC=1C(=NC(=NC1)N)N